(1r,4r,5S)-5-((7-bromo-8-fluoro-6-iodo-2-(methylsulfanyl)-3-nitroquinolin-4-yl)(tert-butoxycarbonyl)amino)-2-azabicyclo[2.1.1]hexane-2-carboxylic acid tert-butyl ester C(C)(C)(C)OC(=O)N1[C@H]2[C@H]([C@@H](C1)C2)N(C(=O)OC(C)(C)C)C2=C(C(=NC1=C(C(=C(C=C21)I)Br)F)SC)[N+](=O)[O-]